4-(((3R,4S)-4-((4-bromophenyl)thio)-3-hydroxy-3-(hydroxymethyl)pyrrolidin-1-yl)sulfonyl)-3-chlorobenzonitrile BrC1=CC=C(C=C1)S[C@@H]1[C@@](CN(C1)S(=O)(=O)C1=C(C=C(C#N)C=C1)Cl)(CO)O